1-[3-({5-cyclopropyl-9-methoxy-2,2-dimethyl-1H,2H-3H,4H-benzo[h]1,6-naphthyridin-8-yl}oxy)propyl]pyrrolidine formate C(=O)O.C1(CC1)C1=C2CCC(NC2=C2C(=N1)C=C(C(=C2)OC)OCCCN2CCCC2)(C)C